tert-butyl 3-((5-bromo-3-((tert-butoxycarbonyl)oxy)pyrazin-2-yl)oxy)pyrrolidine-1-carboxylate BrC=1N=C(C(=NC1)OC1CN(CC1)C(=O)OC(C)(C)C)OC(=O)OC(C)(C)C